4-(4-methyl-4H-1,2,4-triazol-3-yl)phenethylcarbamic acid tert-butyl ester C(C)(C)(C)OC(NCCC1=CC=C(C=C1)C1=NN=CN1C)=O